2-oxa-5-azaspiro[3.4]octane hemioxalate C(C(=O)O)(=O)O.C1OCC12NCCC2.C2OCC21NCCC1